(E)-1-(isoindolin-2-yl)-3-(7-methyl-6-phenyl-4a,7a-dihydro-7H-pyrrolo[2,3-d]pyrimidin-5-yl)prop-2-en-1-one C1N(CC2=CC=CC=C12)C(\C=C\C1=C(N(C2N=CN=CC21)C)C2=CC=CC=C2)=O